sodium 2,4-diaminobenzenesulphonate NC1=C(C=CC(=C1)N)S(=O)(=O)[O-].[Na+]